1-(4-(2-oxo-7-azaspiro[3.5]nonan-7-yl)phenyl)-3-((2-(trimethylsilyl)ethoxy)methyl)dihydropyrimidine-2,4(1H,3H)-dione O=C1CC2(C1)CCN(CC2)C2=CC=C(C=C2)N2C(N(C(CC2)=O)COCC[Si](C)(C)C)=O